COC(=O)[C@H]1N(C[C@H](C1)NC1=NC(=CC=C1)Cl)C(=O)OC(C)(C)C (2s,4s)-4-[(6-chloro-2-pyridinyl)amino]pyrrolidine-1,2-dicarboxylic acid O1-tert-butyl O2-methyl ester